2-[4-[(2-Oxocyclopentyl)methyl]phenyl]propanoic acid O=C1C(CCC1)CC1=CC=C(C=C1)C(C(=O)O)C